[Ti].CCC(CC(=O)OOC(C)C)=O.CCC(CC(=O)OOC(C)C)=O di(isopropoxy) bis(methylacetoacetate) titanium